(2-(4-bromo-2-fluorobenzyl)-5-hydroxy-6-isopropyl-3-oxo-pyridazine-4-carbonyl)glycine BrC1=CC(=C(CN2N=C(C(=C(C2=O)C(=O)NCC(=O)O)O)C(C)C)C=C1)F